1-hexyl-2,3-dimethylimidazole tetrafluoroborate F[B-](F)(F)F.C(CCCCC)N1C(N(C=C1)C)C